CC1=CC=C(C=C1)NCC2=CC=C(C=C2)F N-(4-fluorobenzyl)-4-methylaniline